5-ethynyl-acetyl-naphthalene C(#C)C1=C2C=CC=C(C2=CC=C1)C(C)=O